isopropyl ((perfluorophenoxy) (phenoxy)phosphoryl)-L-alaninate FC1=C(OP(=O)(OC2=CC=CC=C2)N[C@@H](C)C(=O)OC(C)C)C(=C(C(=C1F)F)F)F